(1S,4R,6S)-6-hydroxy-2-aza-bicyclo[2.2.1]heptane-2-carboxylic acid benzyl ester C(C1=CC=CC=C1)OC(=O)N1[C@@H]2[C@H](C[C@H](C1)C2)O